(S,E)-1-(2-(3-Isopropoxy-3-oxopropyl)phenoxy)-5-(3-(phenylsulfonamido)phenyl)pent-4-en-2-yl Benzoate C(C1=CC=CC=C1)(=O)O[C@H](COC1=C(C=CC=C1)CCC(=O)OC(C)C)C\C=C\C1=CC(=CC=C1)NS(=O)(=O)C1=CC=CC=C1